6H-imidazo[1,5-a][1,4]benzodiazepine C1=NC=C2N1C1=C(CN=C2)C=CC=C1